NC1=CC=C(N=N1)N1CCC(CC1)(C1=CC=CC=C1)CNC1=CC(=NC2=CC=C(C=C12)Cl)C(F)(F)F N-((1-(6-Aminopyridazin-3-yl)-4-phenylpiperidin-4-yl)methyl)-6-chloro-2-(trifluoromethyl)quinolin-4-amine